C1(=CC=CC=C1)CC(=O)OC[C@]1(O[C@H](C[C@@H]1O)N1C2=NC(=NC(=C2N=C1)N)F)C#C ((2R,3S,5R)-5-(6-amino-2-fluoro-9H-purin-9-yl)-2-ethynyl-3-hydroxytetrahydrofuran-2-yl)methyl 2-phenylacetate